ClC=1C=C(C=NC1NC1CCN(CC1)[C@H](C)C1=CC=CC=C1)S(=O)(=O)N(CC1=CC=C(C=C1)OC)C1=NC(=CC=C1)F (R)-5-chloro-N-(6-fluoropyridin-2-yl)-N-(4-methoxybenzyl)-6-((1-(1-phenylethyl)piperidin-4-yl)amino)pyridine-3-sulfonamide